4-[1-(2,3-dimethylphenyl)ethyl]-1H-imidazole chloride [Cl-].CC1=C(C=CC=C1C)C(C)C=1N=CNC1